Ethyl lactate (ETHYL LACTATE) (ETHYL LACTATE) C(C)C(C(=O)O)(O)C.C(C)C(C(=O)O)(O)C.C(C(O)C)(=O)OCC